octyl-tripropyl-ammonium C(CCCCCCC)[N+](CCC)(CCC)CCC